N[C@H]1CC=CC[C@@H]1C1=C(C2=NC(=CC(=C2N1C(F)F)NCC1=CC=CC=C1)Cl)I 2-((1s,6s)-6-aminocyclohex-3-en-1-yl)-N-benzyl-5-chloro-1-(difluoromethyl)-3-iodo-1H-pyrrolo[3,2-b]pyridin-7-amine